N1CC(=CC2=CC=CC=C12)C(=O)NN dihydroquinoline-3-carbohydrazide